C(C)(C)(C)OC(=O)C1NCNCCC1 2,4-diazacycloheptane-1-carboxylic acid tert-butyl ester